C(C)(C)(C)C1=NN(C=C1)C=1C=NC=CC1CN (3-(3-(tert-butyl)-1H-pyrazol-1-yl)pyridin-4-yl)methanamine